ClC1=CC=CC2=CC(=CC=C12)B(O)O 1-CHLORONAPHTHALENE-6-BORONIC ACID